9-(4-chloro-2-fluorophenyl)-7-(4-(2,2-difluoroacetyl)piperazin-1-yl)-2,3-dimethyl-4H-pyrazino[1,2-a]pyrimidin-4-one ClC1=CC(=C(C=C1)C1=NC(=CN2C1=NC(=C(C2=O)C)C)N2CCN(CC2)C(C(F)F)=O)F